ClC1=NC(=NC(=C1OC(C)C)C1=C(C=CC=C1)C)NS(=O)(=O)C=1C=NN(C1)C N-[4-chloro-5-isopropoxy-6-(o-tolyl)pyrimidin-2-yl]-1-methyl-pyrazole-4-sulfonamide